N1N=CC2=CC=C(C=C12)C1(CCCCC1)C#N 1-(1H-indazol-6-yl)cyclohexanecarbonitrile